Bromostatine 2'-Azido-2'-deoxyadenosine-5'-Triphosphate P(O)(=O)(OP(=O)(O)OP(=O)(O)O)OC[C@@H]1[C@H]([C@H]([C@@H](O1)N1C=NC=2C(N)=NC=NC12)N=[N+]=[N-])O.BrN[C@@H](CC(C)C)[C@@H](O)CC(O)=O